Tert-butyl (((2S,3S,4S)-5-chloro-4-(6-cyano-2-fluoro-3-(2-((tetrahydro-2H-pyran-2-yl)oxy)ethoxy)phenyl)-6-fluoro-3-hydroxy-2-phenyl-2,3-dihydrobenzofuran-2-yl)methyl)carbamate ClC=1C(=CC2=C([C@@H]([C@](O2)(C2=CC=CC=C2)CNC(OC(C)(C)C)=O)O)C1C1=C(C(=CC=C1C#N)OCCOC1OCCCC1)F)F